CP(=O)(C1=CC2=C([C@@H](CO2)N(C(OC(C)(C)C)=O)C)C=C1)C tert-butyl (S)-(6-(dimethylphosphinoyl)-2,3-dihydrobenzofuran-3-yl)(methyl)carbamate